Ethyl 3-amino-6-(2,3-dichlorophenyl)-5-methoxypyrazine-2-carboxylate NC=1C(=NC(=C(N1)OC)C1=C(C(=CC=C1)Cl)Cl)C(=O)OCC